2-{[(1S)-1-{4-[(4,4-difluoropiperidin-1-yl)methyl]phenyl}ethyl]amino}-8-[3,3,3-trifluoro-2-(trifluoromethyl)propyl]pyrido[2,3-d]pyrimidin-7(8H)-one FC1(CCN(CC1)CC1=CC=C(C=C1)[C@H](C)NC=1N=CC2=C(N1)N(C(C=C2)=O)CC(C(F)(F)F)C(F)(F)F)F